N-(2,6-difluorophenyl)acetamide FC1=C(C(=CC=C1)F)NC(C)=O